ClC1=CC(=C(C=C1)C1=NC(=NC2=C1N=C(N(C2=O)C)C)N2C[C@H](OCC2)C2=CC(=NC=C2)C)F 8-(4-chloro-2-fluorophenyl)-2,3-dimethyl-6-[(2R)-2-(2-methylpyridin-4-yl)morpholin-4-yl]-3H,4H-pyrimido[5,4-d][1,3]diazin-4-one